8-((3R)-4-((4-fluorophenyl)(pyrimidin-4-yl)methyl)-3-methylpiperazin-1-yl)-5-methyl-6-oxo-5,6-dihydro-1,5-naphthyridine-2,7-dicarboxylic acid FC1=CC=C(C=C1)C(N1[C@@H](CN(CC1)C1=C(C(N(C=2C=CC(=NC12)C(=O)O)C)=O)C(=O)O)C)C1=NC=NC=C1